nickel-cobalt-cerium [Ce].[Co].[Ni]